(S)-4-(2-((3-aminopyrrolidin-1-yl)methyl)-5-(3,4-dimethylphenyl)-1-((tetrahydro-2H-pyran-4-yl)methyl)-1H-pyrrolo[2,3-c]pyridin-4-yl)-2-fluorobenzonitrile N[C@@H]1CN(CC1)CC1=CC=2C(=CN=C(C2C2=CC(=C(C#N)C=C2)F)C2=CC(=C(C=C2)C)C)N1CC1CCOCC1